6,6-dihexadecyl-6H-fluoreno[3,4-c][1,2,5]thiadiazole C(CCCCCCCCCCCCCCC)C1(C=2C=CC=CC2C2=C1C=CC1=NSN=C12)CCCCCCCCCCCCCCCC